C(CCCCCCC)OC(NC1=CC=CC=C1)=O N-phenylcarbamic acid octyl ester